C1(=CC=CC=C1)N(C1=CC=CC=C1)C1=CC=2C3(C4=CC(=CC=C4C2C=C1)N(C1=CC=CC=C1)C1=CC=CC=C1)C1=CC(=CC=C1C=1C=CC(=CC13)N(C1=CC=CC=C1)C1=CC=CC=C1)N(C1=CC=CC=C1)C1=CC=CC=C1 2,2',7,7'-tetrakis-(N,N-diphenylamino)-9,9-spirobifluoren